hexa-carbanyl alcohol C(CCCCC)O